Ethyl 5-chloro-7-((4-methoxybenzyl)(methyl)amino)pyrazolo[1,5-a]pyrimidine-3-carboxylate ClC1=NC=2N(C(=C1)N(C)CC1=CC=C(C=C1)OC)N=CC2C(=O)OCC